[rac-(3aR,4R,6R,6aR)-4-(2,4-dioxopyrimidin-1-yl)-4-(hydroxymethyl)-2,2-dimethyl-6,6a-dihydro-3aH-furo[3,4-d][1,3]dioxol-6-yl]methyl benzoate C(C1=CC=CC=C1)(=O)OC[C@H]1O[C@@]([C@H]2[C@@H]1OC(O2)(C)C)(CO)N2C(NC(C=C2)=O)=O |r|